CC(C)(C)C=1C=C(OC(CNC(CNC2=CC=CC=C2)=N)C)C=CC1 N-[2-[3-(1,1-dimethylethyl)phenoxy]propyl]-2-(phenylamino)Ethanimidamide